7-bromo-N-(2-((R)-4-cyanothiazolidin-3-yl)-2-oxoethyl)-6-((3S,5R)-3,5-Dimethylmorpholino)quinoline-4-carboxamide diethyl-(4-bromo-2,6-difluorobenzyl)phosphonate C(C)OP(OCC)(=O)CC1=C(C=C(C=C1F)Br)F.BrC1=C(C=C2C(=CC=NC2=C1)C(=O)NCC(=O)N1CSC[C@H]1C#N)N1[C@H](COC[C@H]1C)C